FC1=C(C(=O)N(C)C)C(=C(C(=C1F)F)F)S(N)(=O)=O 2,3,4,5-tetrafluoro-N,N-dimethyl-6-sulfamoylbenzamide